4-[2-hydroxyethyl-(methyl)amino]butyric acid OCCN(CCCC(=O)O)C